O[C@@H]1CN(CC[C@H]1N1C(C(CC1)OC[C@H](C)OC1=C(C(NN=C1)=O)C(F)(F)F)=O)C1=NC=C(C=N1)C(F)(F)F 5-(((2S)-1-((1-((3R,4R)-3-hydroxy-1-(5-(trifluoromethyl)pyrimidin-2-yl)piperidin-4-yl)-2-oxopyrrolidin-3-yl)oxy)propan-2-yl)oxy)-4-(trifluoromethyl)pyridazin-3(2H)-one